(R)-3-(quinoxalin-2-yl)-3-(5-(2-(5,6,7,8-tetrahydro-1,8-naphthyridin-2-yl)ethoxy)-1H-indazol-1-yl)propionic acid N1=C(C=NC2=CC=CC=C12)[C@@H](CC(=O)O)N1N=CC2=CC(=CC=C12)OCCC1=NC=2NCCCC2C=C1